1-(1-isopropyl-1H-pyrazol-4-yl)quinoxaline Methyl-6-(3-chloro-2-fluoro-6-(methylsulfonyl)phenyl)-3-methylpyrazine-2-carboxylate COC(=O)C1=NC(=CN=C1C)C1=C(C(=CC=C1S(=O)(=O)C)Cl)F.C(C)(C)N1N=CC(=C1)N1CC=NC2=CC=CC=C12